N-(4-dibenzothienyl)aniline C1=CC=C(C=2SC3=C(C21)C=CC=C3)NC3=CC=CC=C3